C(C=C)OC(C(=O)O)CCCCC=O (allyloxy)-7-oxoheptanoic acid